FC1=CC(=C(OC2=C(C(=O)NC3=CC(=CC=C3)S(=O)(=O)C)C(=C(C=N2)C(F)(F)F)C)C=C1)C 2-(4-fluoro-2-methylphenoxy)-4-methyl-N-(3-(S-methylsulfonyl)phenyl)-5-(trifluoromethyl)nicotinamide